7-[5-(2-benzylmorpholine-4-carbonyl)pyridin-3-yl]-5-(trifluoromethyl)pyrrolo[2,1-f][1,2,4]triazin-4-amine C(C1=CC=CC=C1)C1CN(CCO1)C(=O)C=1C=C(C=NC1)C1=CC(=C2C(=NC=NN21)N)C(F)(F)F